bicyclo[1.1.1]pentane-1-carboxylic acid, hydrochloride Cl.C12(CC(C1)C2)C(=O)O